3-(4-(2-amino-2-(bicyclo[3.1.0]hexan-3-yl)acetamido)-2-fluorophenyl)-4-chloro-2-methylpyridine 1-oxide NC(C(=O)NC1=CC(=C(C=C1)C=1C(=[N+](C=CC1Cl)[O-])C)F)C1CC2CC2C1